5-hydroxy-2-[(2E)-2-(hydroxyimino)-3-oxo-2,3-dihydro-1H-inden-5-yl]benzonitrile OC=1C=CC(=C(C#N)C1)C=1C=C2C(/C(/CC2=CC1)=N/O)=O